6-methyl-N1-(5-(pyridine-3-yl)thiazole-2-yl)benzene-1,3-diamine CC1=CC=C(C=C1NC=1SC(=CN1)C=1C=NC=CC1)N